CC=1C(=C2C=CNC2=C(C1)C)O[C@H]1[C@@H](CC2(CC2)CC1)C1=CC=C(C(=O)O)C=C1 4-((5S,6R)-6-((5,7-dimethyl-1H-indol-4-yl)oxy)spiro[2.5]octan-5-yl)benzoic acid